pentamethyl-tris(diethylaminooxy)cyclotetrasiloxane C[Si]1(O[Si](O[Si](O[Si](O1)(ON(CC)CC)ON(CC)CC)(ON(CC)CC)C)(C)C)C